Methyl (R)-2-(2-(2-(3-((ethoxycarbonyl)amino)pyrrolidin-1-yl)thiazole-4-carboxamido)acrylamido)acrylate C(C)OC(=O)N[C@H]1CN(CC1)C=1SC=C(N1)C(=O)NC(C(=O)NC(C(=O)OC)=C)=C